NC1=NC=2C3=C(C(CC2C=N1)(C)C)C(=NN3)C(=O)NC3=CC=C(C=C3)C(=O)N3CCC(CC3)N 8-amino-N-{4-[(4-aminopiperidin-1-yl)carbonyl]phenyl}-4,4-dimethyl-4,5-dihydro-1H-pyrazolo[4,3-H]quinazoline-3-carboxamide